3-(3-fluoro-4-(3-pyrrolidin-1-yl-azepan-1-yl)phenyl)-1H-1,2,4-triazole-3,5-diamine FC=1C=C(C=CC1N1CC(CCCC1)N1CCCC1)C1(NNC(=N1)N)N